CCCCCCCCCCCCC(C)C isopentdecane